COC=1C=C2CC(C(C2=CC1)=O)(C(=O)OC(C)(C)C)C tert-butyl 5-methoxy-2-methyl-1-oxo-2,3-dihydro-1H-indene-2-carboxylate